3-(3-methyl-phenyl)propanol CC=1C=C(C=CC1)CCCO